FC=1C=CC=2N(C3=CC=C(C=C3C2C1)F)C[C@H](CNC[C@H](C)NC(OC(C)(C)C)=O)O tert-butyl ((S)-1-(((S)-3-(3,6-difluoro-9H-carbazol-9-yl)-2-hydroxypropyl)amino)propan-2-yl)carbamate